[Li].[Mn].[Co].[Ni] Nickel Cobalt Manganese Lithium